beta-butylsulfonic acid CC(CC)S(=O)(=O)O